2-((6-fluoropyridin-3-yl)amino)-4-((2-methoxy-3-(1-methyl-1H-1,2,4-triazol-3-yl)phenyl)amino)-N-methylpyrimidine-5-carboxamide FC1=CC=C(C=N1)NC1=NC=C(C(=N1)NC1=C(C(=CC=C1)C1=NN(C=N1)C)OC)C(=O)NC